OC1(CCC(CC1)OC=1C(=CC(=NC1)C)C1=CC=2N(C=C1)N=C(C2)NC(=O)C2CC2)C2=CC=CC=C2 N-(5-(5-(((1r,1r)-4-hydroxy-4-phenylcyclohexyl)oxy)-2-methylpyridin-4-yl)pyrazolo[1,5-a]pyridin-2-yl)cyclopropanecarboxamide